CCC(=C)CC\C=C(/C)\CCC=C(C)C (E)-beta-farnesene